N-{4-[3-(3-methylphenyl)-1,2,4-oxadiazol-5-yl]Phenyl}-5-oxo-1-[(pyrazin-3-yl)methyl]Pyrrolidine-3-carboxamide CC=1C=C(C=CC1)C1=NOC(=N1)C1=CC=C(C=C1)NC(=O)C1CN(C(C1)=O)CC=1C=NC=CN1